(S)-3-mercaptopyrrolidine-1-carboxylic acid tert-butyl ester C(C)(C)(C)OC(=O)N1C[C@H](CC1)S